[Pu+4].[Np+4] neptunium (IV)-plutonium (IV)